CC1(OC2=CC=CC=C2C(C1)(C)C1=CC=C(C=C1)O)C 4-(2,2,4-trimethyl-3,4-dihydro-2H-chromen-4-yl)phenol